FC(CN1N=C(C(=C1)B1OC(C(O1)(C)C)(C)C)C)F 1-(2,2-difluoroethyl)-3-methyl-4-(4,4,5,5-tetramethyl-1,3,2-dioxaborolan-2-yl)pyrazole